OC1CC(OC2=C3CN(C(C3=CC=C21)=O)C2C(NC(CC2)=O)=O)(C)C 3-(4-hydroxy-2,2-dimethyl-7-oxo-3,4,7,9-tetrahydropyrano[2,3-e]isoindol-8(2H)-yl)piperidine-2,6-dione